C1=CC=CC=2C3=CC=CC=C3C(C12)COC(=O)N[C@@H](C(=O)OC[C@H]1O[C@H]([C@H]([C@@H]1O)F)N1C2=NC(=NC(=C2N=C1)N)C(F)(F)F)[C@@H](CC)C [(2R,3R,4S,5R)-5-[6-amino-2-(trifluoromethyl)purin-9-yl]-4-fluoro-3-hydroxy-tetrahydrofuran-2-yl]methyl (2R,3R)-2-(9H-fluoren-9-ylmethoxycarbonylamino)-3-methyl-pentanoate